2-[4-(4-butylcyclohexyl)phenyl]-5-isothiocyanato-pyrazine C(CCC)C1CCC(CC1)C1=CC=C(C=C1)C1=NC=C(N=C1)N=C=S